(1,1,2,2-tetramethyl)-1,2-bis(cyclopentadienyl)disilane C[Si]([Si](C1C=CC=C1)(C)C)(C1C=CC=C1)C